5-(4-cyclopropyl-6-methoxypyrimidin-5-yl)-2-methyl-N-(4-(1-methyl-4-(trifluoromethyl)-1H-imidazol-2-yl)benzyl)-2H-pyrazolo[4,3-d]pyrimidin-7-amine C1(CC1)C1=NC=NC(=C1C=1N=C(C=2C(N1)=CN(N2)C)NCC2=CC=C(C=C2)C=2N(C=C(N2)C(F)(F)F)C)OC